((2-(((3S,6S,9S,10aR)-3-(3-(4-fluoropyridin-3-yl)azetidine-1-carbonyl)-9-methyl-5-oxodecahydropyrrolo[1,2-a]azocin-6-yl)carbamoyl)benzo[b]thiophen-5-yl)methyl)phosphonic acid FC1=C(C=NC=C1)C1CN(C1)C(=O)[C@@H]1CC[C@H]2N1C([C@H](CC[C@@H](C2)C)NC(=O)C2=CC1=C(S2)C=CC(=C1)CP(O)(O)=O)=O